trideuteriomethyl (2S,3S,4S,5R)-3-[3,4-difluoro-2-(trideuteriomethoxy)phenyl]-4,5-dimethyl-5-(trifluoromethyl)tetrahydrofuran-2-carboxylate FC=1C(=C(C=CC1F)[C@H]1[C@H](O[C@]([C@H]1C)(C(F)(F)F)C)C(=O)OC([2H])([2H])[2H])OC([2H])([2H])[2H]